Cl.N[C@@H](C(C)C)C(=O)OCN1N=CC(=C1)C=1SC=C(N1)C(NC=1C(=NN(C1)C1CCC(CC1)OCC)C1=NC(=CC=C1F)F)=O (4-(4-((3-(3,6-difluoropyridin-2-yl)-1-((1r,4r)-4-ethoxycyclohexyl)-1H-pyrazol-4-yl)carbamoyl)thiazol-2-yl)-1H-pyrazol-1-yl)methyl L-valinate hydrochloride